4-(2-(4-(7,7-difluoro-2-(methylsulfanyl)-6,7-dihydro-5H-cyclopenta[d]pyrimidin-4-yl)-2-fluorophenoxy)acetyl)piperazine-1-carboxylic acid tert-butyl ester C(C)(C)(C)OC(=O)N1CCN(CC1)C(COC1=C(C=C(C=C1)C=1C2=C(N=C(N1)SC)C(CC2)(F)F)F)=O